C1(CC1)C=1N=C(SC1)C(CNC(=O)C=1SC(=NN1)C=1C(=NC(=CC1)F)F)(C)C=1C=NN(C1)C N-[2-(4-cyclopropylthiazol-2-yl)-2-(1-methylpyrazol-4-yl)propyl]-5-(2,6-difluoro-3-pyridyl)-1,3,4-thiadiazole-2-carboxamide